BrC=1C=CC(=C(C1)C1=C(C2=CC=CC=C2C=C1)C=1C=CC=C(C1C(=O)O)O)Cl 2-(5-bromo-2-chlorophenyl)naphthaleneSalicylic acid